6-bromo-N-(4-((1R,4R)-5-isopropyl-2,5-diazabicyclo[2.2.1]heptane-2-yl)phenyl)imidazolo[1,2-a]pyrazin-8-amine BrC=1N=C(C=2N(C1)C=CN2)NC2=CC=C(C=C2)N2[C@H]1CN([C@@H](C2)C1)C(C)C